C(C)(=O)OC1=C(C=C(C=C1)\C=C\S(=O)(=O)\C=C\CC1=CC=C(C=C1)OCC=C)O 4-{(E)-2-[(E)-3-(4-allyloxyphenyl) prop-1-en-1-yl] sulfonylvinyl}-2-hydroxyphenyl acetate